FC(C1=CC=CC(=N1)NC(=O)C1=CC2=CN(N=C2C=C1OC(C)C)[C@H]1CC(OCC1)(C)C)F (R)-N-(6-(difluoromethyl)pyridin-2-yl)-2-(2,2-dimethyltetrahydro-2H-pyran-4-yl)-6-isopropoxy-2H-indazole-5-carboxamide